5-benzyl-N-((3S,4R)-1,4-dimethyl-2-oxo-1,2,3,4-tetrahydropyrido[2,3-b][1,4]oxazepin-3-yl)-1,3,4-oxadiazole-2-carboxamide C(C1=CC=CC=C1)C1=NN=C(O1)C(=O)N[C@@H]1C(N(C2=C(O[C@@H]1C)N=CC=C2)C)=O